ClC=1C=C(CN2N=C3C4=C(CCC3=C2)OC(=C4C)C(=O)N4CCN(CC4)C)C=CC1 [2-(3-chlorobenzyl)-8-methyl-4,5-dihydro-2H-furo[2,3-g]indazol-7-yl](4-methylpiperazin-1-yl)methanone